ethyl 2-(1-benzyl-5-(4-(hydroxymethyl)phenyl)-1,4,5,6-tetrahydropyridin-3-yl)acetate C(C1=CC=CC=C1)N1C=C(CC(C1)C1=CC=C(C=C1)CO)CC(=O)OCC